tert-butyl 3-hydroxy-4-(trifluoromethyl)pyrrolidine-1-carboxylate OC1CN(CC1C(F)(F)F)C(=O)OC(C)(C)C